IC=1C=CC2=C(SC3=C2C=CC(=C3)I)C1 3,7-Diiodo-dibenzothiophene